FC1=C(CN)C=C(C(=C1)F)F 2,4,5-trifluoro-benzyl-amine